(E)-5,6-dichloro-1-benzyl-2-styryl-1H-benzimidazole ClC1=CC2=C(N(C(=N2)\C=C\C2=CC=CC=C2)CC2=CC=CC=C2)C=C1Cl